FC1=C(C=CC(=N1)C(=O)NC)N1CCC(CC1)N1CC(CC1)C=1NC(C2=CN=CC(=C2C1)F)=O 6-fluoro-5-(4-(3-(5-fluoro-1-oxo-1,2-dihydro-2,7-naphthyridin-3-yl)pyrrolidin-1-yl)piperidin-1-yl)-N-methylpyridineamide